Cl.N[C@@H]1C2=CC=CC=C2CC12CCN(CC2)C=2C(=NC(=CN2)SC2=C(C=1N(C=C2)C=C(N1)C1=NC(=CC=C1)OC)Cl)CO (S)-(3-(1-amino-1,3-dihydrospiro[indene-2,4'-piperidin]-1'-yl)-6-((8-chloro-2-(6-methoxypyridin-2-yl)imidazo[1,2-a]pyridin-7-yl)thio)pyrazin-2-yl)methanol hydrochloride